NCC(=O)N(C1C2CCC(C1C1=CC=CC=C1)C2)CC N-Glycyl-(-)-N-ethyl-3-phenylbicyclo[2.2.1]heptan-2-amine